OCC(CCCCC=1C=C(C=CC1)CCCCC(CO)(C)C)(C)C 6-[3-(6-hydroxy-5,5-dimethylhexyl)-phenyl]-2,2-dimethylhexan-1-ol